(1s,3s)-3-aminocyclobutan-1-ol hydrochloride C1C(CC1O)N.Cl